2-(2-methoxy-5-methylphenyl)-4-(3-methoxyphenyl)tetrahydrofuran-2-carboxylic acid COC1=C(C=C(C=C1)C)C1(OCC(C1)C1=CC(=CC=C1)OC)C(=O)O